ethyl N-phenylmethanimidate C1(=CC=CC=C1)N=COCC